(1aS,5aS)-2-(4-Cyanopyridin-2-yl)-1a,2,5,5a-tetrahydro-1H-2,3-diazacyclopropa[a]pentalen C(#N)C1=CC(=NC=C1)N1N=CC=2C[C@H]3[C@@H](C12)C3